[NH4+].C(CCCCCCCCCCCCCCC)C1=C(C(C)(C)C)C=CC(=C1)S(=O)(=O)[O-] cetyltrimethyl-p-toluenesulfonic acid ammonium salt